C12(CC3CC(CC(C1)C3)C2)CC(=O)NCCCN2CCN(CC2)C(COC2=C(C=C3C(=NC(=NC3=C2)C)N[C@H](C)C2=CC(=CC=C2)Br)OC)=O 2-((3r,5r,7r)-Adamantan-1-yl)-N-(3-(4-(2-((4-(((R)-1-(3-bromophenyl)ethyl)-amino)-6-methoxy-2-methylquinazolin-7-yl)oxy)acetyl)piperazin-1-yl)propyl)acetamide